(S)-4-(4-((2,3-dihydrobenzo[b][1,4]dioxin-2-yl)methyl)piperazin-1-yl)-N,N-dimethyl-1,2,5-thiadiazol-3-carboxamide O1C2=C(OC[C@@H]1CN1CCN(CC1)C=1C(=NSN1)C(=O)N(C)C)C=CC=C2